(S)-4-(7-chloro-2-oxo-3-(pentan-3-yl)-5-phenyl-2,3-dihydro-1H-benzo[e][1,4]diazepin-1-yl)butanoic acid ClC1=CC2=C(N(C([C@@H](N=C2C2=CC=CC=C2)C(CC)CC)=O)CCCC(=O)O)C=C1